bipyridylamide iron [Fe].N1=C(C(=CC=C1)C(=O)N)C1=NC=CC=C1